C(C1=CC=CC=C1)O[C@@H]1[C@H](N(C[C@@H]([C@H]1OCC1=CC=CC=C1)OCC1=CC=CC=C1)CCC1=C(C=C(C=C1F)Br)F)C (2R,3R,4R,5S)-3,4,5-tris(benzyloxy)-1-(4-bromo-2,6-difluorophenethyl)-2-methylpiperidine